N-(5-((cis)-2,6-dimethylmorpholino)-4'-((3-(methylsulfonyl)phenyl)amino)-[2,3'-bipyridin]-6'-yl)acetamide N-HydroxyhydantoinCarbamate ON(C(=O)O)N1C(=O)NC(=O)C1.C[C@@H]1O[C@@H](CN(C1)C=1C=CC(=NC1)C=1C=NC(=CC1NC1=CC(=CC=C1)S(=O)(=O)C)NC(C)=O)C